4-[[3-isopropyl-1-(p-tolylsulfonyl)pyrrolo[3,2-b]pyridin-5-yl]methyl]-3,5-dimethyl-phenol C(C)(C)C1=CN(C=2C1=NC(=CC2)CC2=C(C=C(C=C2C)O)C)S(=O)(=O)C2=CC=C(C=C2)C